N[C@@H]([C@@H](C1=CC(=CC(=C1)C(C)(C)C)C(C)(C)C)C1=C(C=CC(=C1)C)S(=O)(=O)N)C1=CC(=CC(=C1)C(C)(C)C)C(C)(C)C ((1S,2S)-2-amino-1,2-bis(3,5-di-tert-butylphenyl)ethyl)-4-methylbenzenesulfonamide